methyl phenyl ether sulfate salt S(=O)(=O)(O)O.C1(=CC=CC=C1)OC